NC1=NC=CC2=C1N=C(N=C2C(F)(F)F)C=2C=C(C=CC2)C#C[C@@](C)(O)C=2SC=CN2 (R)-4-(3-(8-Amino-4-(trifluoromethyl)pyrido[3,4-d]pyrimidin-2-yl)phenyl)-2-(thiazol-2-yl)but-3-yn-2-ol